C(CCC)OC(=O)N1CCN(CC1)C1=NC(=NC2=C(C(=C(C=C12)Cl)Br)F)OCCCN1CCC(CC1)OCC(=O)OC.C(C1CO1)N(CC1CO1)CCC[Si](OC)(OC)OC 3-(N,N-diglycidyl)aminopropyl-trimethoxysilane butyl-4-[7-bromo-6-chloro-8-fluoro-2-[3-[4-(2-methoxy-2-oxo-ethoxy)-1-piperidyl]propoxy]quinazolin-4-yl]piperazine-1-carboxylate